Methyl 5-isopropyl-1h-indazole-3-carboxylate C(C)(C)C=1C=C2C(=NNC2=CC1)C(=O)OC